ethyloxyl-propargyl alcohol C(C)OC(C#C)O